1-((2R,4S)-4-(4-amino-3-((1,2-dimethyl-1H-benzo[d]imidazol-6-yl)ethynyl)-1H-pyrrolo[3,2-c]pyridin-1-yl)-2-(methoxymethyl)pyrrolidin-1-yl)prop-2-en-1-one NC1=NC=CC2=C1C(=CN2[C@H]2C[C@@H](N(C2)C(C=C)=O)COC)C#CC=2C=CC1=C(N(C(=N1)C)C)C2